CC=C[SiH](N(C(C)=O)CC)N(C(C)=O)CC methylvinylbis(N-ethylacetamido)silane